9-[3-(4,4,5,5-tetramethyl-1,3,2-dioxaborolan-2-yl)phenyl]carbazole CC1(OB(OC1(C)C)C=1C=C(C=CC1)N1C2=CC=CC=C2C=2C=CC=CC12)C